C(C)(=O)NCCOCCOCCOC[C@H]1OC2=CC=C(C=C2[C@@H](C1)N1C(NC(CC1=O)(CC)CC)=N)C(=O)N[C@H]1CC(OC2=CC=CC=C12)(C)C (2S,4R)-2-[2-[2-(2-acetamidoethoxy)ethoxy]ethoxymethyl]-4-(4,4-diethyl-2-imino-6-oxo-hexahydropyrimidin-1-yl)-N-[(4S)-2,2-dimethylchroman-4-yl]chromane-6-carboxamide